4-(((3-(2-(dimethylamino)ethyl)-5-methoxy-1H-indole-1-carbonyl)oxy)methoxy)-4-oxobutanoic acid CN(CCC1=CN(C2=CC=C(C=C12)OC)C(=O)OCOC(CCC(=O)O)=O)C